ClC=1C(=NC=CC1)C(=O)NCCN1CCOCC1 chloro-N-[2-(4-morpholinyl)ethyl]-2-pyridinecarboxamide